2-[N'-(2-ethylhexyl)carbamimidoyl]guanidin C(C)C(CN=C(N)N=C(N)N)CCCC